1-(4-(4-(5-(2-bromo-6-fluorophenyl)-4,5-dihydroisoxazol-3-yl)thiazol-2-yl)piperidin-1-yl)-2-((2-(trifluoromethyl)pyrimidin-4-yl)oxy)ethan-1-one BrC1=C(C(=CC=C1)F)C1CC(=NO1)C=1N=C(SC1)C1CCN(CC1)C(COC1=NC(=NC=C1)C(F)(F)F)=O